ethyl 5-[(2S)-3-{4-[3-(dimethylamino)prop-1-yn-1-yl]-2-fluorophenoxy}-2-methylpropyl]-2-(methylamino)-1,3-thiazole-4-carboxylate CN(CC#CC1=CC(=C(OC[C@H](CC2=C(N=C(S2)NC)C(=O)OCC)C)C=C1)F)C